OCC1NCCNC1CO 5,6-dihydroxymethylpiperazine